sodium nickel chloride [Ni](Cl)Cl.[Na]